C(#C)C=1C(=CC=C2C=CC=C(C12)B1OC(C(O1)(C)C)(C)C)F 2-(8-ethynyl-7-fluoronaphthalen-1-yl)-4,4,5,5-tetramethyl-1,3,2-dioxaborolane